8'-bromo-4-(3-chloroanilino)-3',4'-dihydro-2'H-spiro[cyclohexane-1,7'-indeno[5,6-b][1,4]dioxepine]-4-carboxylic acid BrC=1C2(C3=CC4=C(OCCCO4)C=C3C1)CCC(CC2)(C(=O)O)NC2=CC(=CC=C2)Cl